N-((3-(8-(((3S,4R)-3-fluoro-1-methylpiperidin-4-yl)amino)-3-((R)-oxiran-2-yl)imidazo[1,2-a]pyridin-2-yl)-1,2,4-oxadiazol-5-yl)methyl)cyclopropanecarboxamide F[C@H]1CN(CC[C@H]1NC=1C=2N(C=CC1)C(=C(N2)C2=NOC(=N2)CNC(=O)C2CC2)[C@H]2OC2)C